2-(3-methylisoxazol-5-yl)hexanoic acid CC1=NOC(=C1)C(C(=O)O)CCCC